4-tert-butylbenzyl iodide C(C)(C)(C)C1=CC=C(CI)C=C1